ClC=1C(=CC2=C(N=CNS2(=O)=O)C1)S(N)(=O)=O 6-chloro-7-sulfamyl-1,2,4-benzothiadiazine 1,1-dioxide